FC1=C(C=CC=C1)[C@@H](C(=O)OC)N1C/C(/[C@H](CC1)SC)=C\C(=O)O (E)-2-((S)-1-((S)-1-(2-fluorophenyl)-2-methoxy-2-oxoethyl)-4-(methylthio)piperidin-3-ylidene)acetic acid